N-((R)-1-(2-chloro-5-fluorophenyl)-2,2,2-trifluoroethyl)-2-(2,6-dioxopiperidin-3-yl)-1-oxoisoindoline-5-carboxamide ClC1=C(C=C(C=C1)F)[C@H](C(F)(F)F)NC(=O)C=1C=C2CN(C(C2=CC1)=O)C1C(NC(CC1)=O)=O